5-bromo-N-tert-butyl-2-methyl-pyridine-3-carboxamide BrC=1C=C(C(=NC1)C)C(=O)NC(C)(C)C